O=C1N(CCC(N1)=O)C=1C=C(CN2CCN(CC2)C2=CC=C(C=C2)NC2=NC=C(C(=N2)NCC=2C(=NC=CN2)N(S(=O)(=O)C)C)C(F)(F)F)C=CC1 N-(3-(((2-((4-(4-(3-(2,4-dioxotetrahydropyrimidin-1(2H)-yl)benzyl)piperazin-1-yl)phenyl)amino)-5-(trifluoromethyl)pyrimidin-4-yl)amino)methyl)pyrazin-2-yl)-N-methylmethanesulfonamide